C(#N)C=1C=CC(=C2N=CC=NC12)N1CC(CC(C1)(F)F)NC(CN1CCN(CC1)C)=O N-[1-(8-Cyano-quinoxalin-5-yl)-5,5-difluoro-piperidin-3-yl]-2-(4-methyl-piperazin-1-yl)-acetamide